8-(4-(tert-butyl)phenyl)-6-methyl-1,2,3,5-tetrahydro-s-indacene C(C)(C)(C)C1=CC=C(C=C1)C=1C=2C=C(CC2C=C2CCCC12)C